2-{1-[(6-fluoro-1,2,3,4-tetrahydronaphthalen-1-yl)methyl]-1H-imidazol-4-yl}-4-[5-(trifluoromethyl)-1H-1,2,3-triazol-4-yl]pyridine FC=1C=C2CCCC(C2=CC1)CN1C=NC(=C1)C1=NC=CC(=C1)C=1N=NNC1C(F)(F)F